ClCC(=O)OCC ethyl α-chloroacetate